N-(1,1-dimethylprop-2-ynyl)-4-[[2-(1H-indol-7-yl)acetyl]amino]pyridine-2-carboxamide CC(C#C)(C)NC(=O)C1=NC=CC(=C1)NC(CC=1C=CC=C2C=CNC12)=O